1,3,5-triazine-2,4,6-trione sodium salt [Na].N1C(NC(NC1=O)=O)=O